CC(C)(C)P(C1=C(C=CC=C1)C1=C(C=C(C=C1C(C)C)C(C)C)C(C)C)C(C)(C)C bis(1,1-dimethylethyl)[2',4',6'-tris(1-methylethyl)[1,1'-biphenyl]-2-yl]-phosphine